1-[5-[(3S)-Isoxazolidin-3-yl]-3-pyridyl]pyrrolidin-2-one TFA salt Tert-butyl-(3S)-3-[5-(2-oxopyrrolidin-1-yl)-3-pyridyl]isoxazolidine-2-carboxylate C(C)(C)(C)OC(=O)N1OCC[C@H]1C=1C=NC=C(C1)N1C(CCC1)=O.OC(=O)C(F)(F)F.O1N[C@@H](CC1)C=1C=C(C=NC1)N1C(CCC1)=O